C(C)(C)(C)C(C(=O)O)N1CCN(CCN(CCN(CC1)C(C(=O)O)(C(C)(C)C)C(C)(C)C)CC(=O)ON1C(CCC1=O)=O)CC(=O)O.ICC1CN(C(O1)=O)CC1=CC=C(C=C1)OC (Z)-5-(iodomethyl)-3-(4-methoxybenzyl)oxazolidin-2-one tri-tert-butyl-2,2',2''-(10-(2-((2,5-dioxopyrrolidin-1-yl)oxy)-2-oxoethyl)-1,4,7,10-tetraazacyclododecane-1,4,7-triyl)triacetate